CC1(CC=C(CC1)C=CC1=CCC(CC1)(C)C)C 1,2-bis(4,4-dimethylcyclohex-1-en-1-yl)ethene